(3-amino-3-(hydroxyimino)propyl)(pentyl)phosphinic acid NC(CCP(O)(=O)CCCCC)=NO